C(N)(O[C@H]1CSC2=C(NC1=O)C=C(C(=C2)F)C2=NOC(=N2)C2(CC2)C#N)=O (3R)-7-[5-(1-cyanocyclopropyl)-1,2,4-oxadiazol-3-yl]-8-fluoro-4-oxo-3,5-dihydro-2H-1,5-benzothiazepin-3-yl carbamate